(1-(((tert-butyldimethylsilyloxy)methyl)cyclopropyl)methyl)-2-isopropyl-3-Nitropyridine [Si](C)(C)(C(C)(C)C)OCC1(CC1)CC1=C(C(=NC=C1)C(C)C)[N+](=O)[O-]